O1CCOC2=C1C=CC(=C2)C2=NNC(=C2)C2=CC(=CC=C2)C(F)(F)F 3-(2,3-Dihydro-1,4-benzodioxin-6-yl)-5-[3-(trifluoromethyl)phenyl]-1H-pyrazole